2,5-di(4-aminocyclohexylmethyl)aniline NC1CCC(CC1)CC1=C(N)C=C(C=C1)CC1CCC(CC1)N